carboxy-7-((1,2-dihydroacenaphthylen-5-yl)oxy)-1,2,3,4-tetrahydronaphthalene-2-aminium chloride [Cl-].C(=O)(O)C1C(CCC2=CC=C(C=C12)OC1=CC=C2CCC=3C=CC=C1C32)[NH3+]